OC1=C(C=C(C(=C1)O)C(C)C)C1=NN=C(N1C1=CC=C(COCCNC(C)=O)C=C1)O N-(2-((4-(3-(2,4-dihydroxy-5-isopropylphenyl)-5-hydroxy-4H-1,2,4-triazol-4-yl)benzyl)oxy)ethyl)acetamide